[C@H]12OC[C@H](N(C1)C1=CC=3C(=C(N=NC3N[C@H](C)C=3C(=C(C=CC3)C(C(C)(O)C)(F)F)F)C)C=N1)C2 1-(3-((R)-1-((7-((1R,4R)-2-oxa-5-azabicyclo[2.2.1]hept-5-yl)-4-methylpyrido[3,4-d]pyridazin-1-yl)amino)ethyl)-2-fluorophenyl)-1,1-difluoro-2-methylpropan-2-ol